bis((di-tert-butylphosphino)methyl)ethylamine C(C)(C)(C)P(C(C)(C)C)CN(CC)CP(C(C)(C)C)C(C)(C)C